1,2-diamino-butyl-ethane tert-butyl-6-(1-(6-(trifluoromethyl)-1H-imidazo[4,5-b]pyridin-2-yl)cyclobutyl)-3,4-dihydroquinoline-1(2H)-carboxylate C(C)(C)(C)OC(=O)N1CCCC2=CC(=CC=C12)C1(CCC1)C=1NC=2C(=NC=C(C2)C(F)(F)F)N1.NC(C(CC)N)CC